O1CCN(CC1)C=1C=CC=2N(C1)N=CC2C=O (6-morpholinopyrazolo[1,5-a]pyridin-3-yl)methanone